C1(=CC=CC=C1)C=1C2=C(C(NN1)=O)SC=C2 4-phenylthieno[2,3-d]pyridazin-7(6H)-one